BrC=1C(=C(OC2=CC=C(C=C2)C[C@@H](CC(=O)OCC)C)C=CC1)C ethyl (3S)-4-[4-(3-bromo-2-methyl-phenoxy)phenyl]-3-methyl-butanoate